5-bromo-4-chloro-1H-pyrazole BrC1=C(C=NN1)Cl